3-[3-(2-chloro-6-methyl-4-pyridinyl)-5-[[(1S)-1-[(4S)-2,2-dimethyl-1,3-dioxolan-4-yl]ethyl]amino]pyrazolo[1,5-a]pyrimidin-2-yl]benzonitrile ClC1=NC(=CC(=C1)C=1C(=NN2C1N=C(C=C2)N[C@@H](C)[C@@H]2OC(OC2)(C)C)C=2C=C(C#N)C=CC2)C